FC1(CN(CCC1OC1=C2C(=NC=NC2=CC=C1OC)N)C(C)C)F 5-((3,3-difluoro-1-isopropylpiperidin-4-yl)oxy)-6-methoxyquinazolin-4-amine